N-(4-((3-((6-aminohexyl)oxy)phenyl)carbamoyl)benzyl)-N-cyclopropyl-3-oxo-3,4-dihydro-2H-benzo[b][1,4]oxazine-7-carboxamide 2,2,2-trifluoroacetate FC(C(=O)O)(F)F.NCCCCCCOC=1C=C(C=CC1)NC(=O)C1=CC=C(CN(C(=O)C=2C=CC3=C(OCC(N3)=O)C2)C2CC2)C=C1